2,4-dichloro-7-iodo-5H-pyrrolo[3,2-d]pyrimidine ClC=1N=C(C2=C(N1)C(=CN2)I)Cl